BrC1=NC2=C(C=CC=C2C=C1)OC 2-bromo-8-methoxyquinoline